ClC=1C=C2C(=C(C(NC2=CC1)=O)C=1CC(N(N1)C(CCC(=O)O)=O)C1=CC=C(C=C1)OC)C1=CC=CC=C1 4-[5-(6-chloro-2-oxo-4-phenyl-1H-quinolin-3-yl)-3-(4-methoxyphenyl)-3,4-dihydropyrazol-2-yl]-4-oxo-butanoic acid